(R)-3,3-dimethylhexahydro-1H-pyrrolo[1,2-a][1,4]diazepine CC1(NC[C@@H]2N(CC1)CCC2)C